C(C)(C)(C)OC(=O)N[C@@H](CCC(=O)[O-])C(=O)[O-] (tert-butoxycarbonyl)-Z-glutamate